(N-(4-Amino-5-benzoylthiazol-2-yl)-3,4-difluoroanilino)propanamid NC=1N=C(SC1C(C1=CC=CC=C1)=O)N(C1=CC(=C(C=C1)F)F)C(C(=O)N)C